ClC1=CC(=C(C=C1)C1(OC2=C(C=CC=C2C=C1)C1CCN(CC1)C(=O)OC(C)(C)C)[2H])OC([2H])([2H])[2H] tert-Butyl 4-(2-(4-chloro-2-(methoxy-d3)phenyl)-2H-chromene-8-yl-2-d)piperidine-1-carboxylate